(S)-1-(diphenylcarbamoyl)-4-(ethyl((5-methylthiophen-2-yl)methyl)carbamoyl)piperazine-2-carboxylic acid C1(=CC=CC=C1)N(C(=O)N1[C@@H](CN(CC1)C(N(CC=1SC(=CC1)C)CC)=O)C(=O)O)C1=CC=CC=C1